COC1=C(CNC2=CC=CC=3N=NN(C(C32)=O)C3C(NC(CC3)=O)=O)C=CC(=C1)OC 3-(5-((2,4-dimethoxybenzyl)amino)-4-oxobenzo[d][1,2,3]triazin-3(4H)-yl)piperidine-2,6-dione